methyl 2-benzyl-1-chloro-3-oxo-7-phenyl-2-azabicyclo[4.1.0]hept-4-ene-7-carboxylate C(C1=CC=CC=C1)N1C2(C(C2C=CC1=O)(C(=O)OC)C1=CC=CC=C1)Cl